bis-Trishydroxymethylaminopropane OC(O)(O)N(C(O)(O)O)CCC